NC1=NC=CC(=N1)OC1=C(C=C(C=C1)N1C(N(CC1=O)C=1C=NC=C(C1)C(F)(F)F)=O)C(C)C 3-{4-[(2-amino-4-pyrimidinyl)oxy]-3-isopropylphenyl}-1-[5-(trifluoromethyl)-3-pyridinyl]-2,4-imidazolidinedione